F[C@@H]1[C@@H](CN(C1)C)NC=1C=2N(C=CC1)C(=C(N2)C#CCNC2=C(C=C(C(=O)NC)C=C2)OC)SC(F)(F)F 4-{[3-(8-{[(3R,4S)-4-fluoro-1-methylpyrrolidin-3-yl]amino}-3-[(trifluoromethyl)sulfanyl]imidazo[1,2-a]pyridin-2-yl)prop-2-yn-1-yl]amino}-3-methoxy-N-methylbenzamide